CC(C)O 2-propyl alcohol